COC1=C2C=C(NC2=CC=C1)C(=O)N[C@@H](CC(C)C)C(=O)N[C@H](C(COC(OCC)=O)=O)C[C@H]1C(NCC1)=O carbonic acid ethyl (3S)-3-({N-[(4-methoxy-1H-indol-2-yl) carbonyl]-L-leucyl} amino)-2-oxo-4-[(3S)-2-oxopyrrolidin-3-yl]Butyl ester